1-(4-chloro-3-(trifluoromethyl)phenyl)-3-methylbutan-1-one ClC1=C(C=C(C=C1)C(CC(C)C)=O)C(F)(F)F